Fmoc-cyclopropylglycine C(=O)(OCC1C2=CC=CC=C2C2=CC=CC=C12)N(CC(=O)O)C1CC1